C(C1=CC=CC=C1)OC=1C=2C3=C(N(C2C=CC1)C1=CC=C(C=C1)F)C(COC31CCS(CC1)(=N)=O)(C)C 9-(benzyloxy)-5-(4-fluorophenyl)-1'-imino-4,4-dimethyl-2',3',4,5,5',6'-hexahydro-1'H,3H-1'λ6-spiro[pyrano[4,3-b]indole-1,4'-thiopyran]-1'-oxide